O=C1NC(CCC1N1CC=2C(C1=O)=CSC2CNC(=O)C=2SC=CN2)=O N-((5-(2,6-dioxopiperidin-3-yl)-4-oxo-5,6-dihydro-4H-thieno[3,4-c]pyrrol-1-yl)methyl)thiazole-2-carboxamide